C(C)(C)(C)N1N=C(C(=C1NC1=CC2=CC=CC=C2C=C1)C#N)C1=CC=C(C=C1)[N+](=O)[O-] 1-tert-butyl-5-[(naphthalen-2-yl)amino]-3-(4-nitrophenyl)-1H-pyrazole-4-carbonitrile